ClC1=C(C=CC=C1C1=C(C(=NC=C1)C=1C=C2CCN(CC2=C(C1)OC)CCCF)Cl)C1=CC=C(C(=N1)OC)CNCCO 2-(((6-(2-chloro-3-(3-chloro-2-(2-(3-fluoropropyl)-8-methoxy-1,2,3,4-tetrahydroisoquinolin-6-yl)pyridin-4-yl)phenyl)-2-methoxypyridin-3-yl)methyl)amino)ethan-1-ol